C(#N)C1=CC=CC(=N1)C(CCC1CC1)(N[S@](=O)C(C)(C)C)C=1C=CC(=C(C1)NC(=O)C1=CC(=NN1C=1C=C(CNC(OCCCC)=O)C=CC1)C(F)(F)F)F butyl 3-(5-(5-((-)-1-(6-cyanopyridin-2-yl)-3-cyclopropyl-1-((R)-1,1-dimethylethylsulfinamido)propyl)-2-fluorophenylcarbamoyl)-3-(trifluoromethyl)-1H-pyrazol-1-yl)benzylcarbamate